4-[2-(difluoromethyl)-6-(methylcarbamoyl)-3-pyridinyl]piperazine-1-carboxylic acid tert-butyl ester C(C)(C)(C)OC(=O)N1CCN(CC1)C=1C(=NC(=CC1)C(NC)=O)C(F)F